5-((6-bromo-3-isopropyl-3H-imidazo[4,5-c]pyridin-4-yl)amino)-N-ethyl-4-fluorobenzamide BrC1=CC2=C(C(=N1)NC=1C(=CC=C(C(=O)NCC)C1)F)N(C=N2)C(C)C